The molecule is a germacrane sesquiterpenoid that is germacra-1(10),4-diene carrying an additional hydroxy substituent at position 11. It has a role as a plant metabolite and a volatile oil component. It is a germacrane sesquiterpenoid and a tertiary alcohol. C/C/1=C\\CC/C(=C/C[C@@H](CC1)C(C)(C)O)/C